3-bromo-6-methyl-1-tosyl-1H-pyrrolo[2,3-c]pyridin-7(6H)-one BrC1=CN(C=2C(N(C=CC21)C)=O)S(=O)(=O)C2=CC=C(C)C=C2